ClC1=C(C=C(C(=C1)Cl)OCC(C)C)NC(CSCC(=O)O)=O 2-((2-((2,4-dichloro-5-isobutoxyphenyl)amino)-2-oxoethyl)thio)acetic acid